NC1=C(N=C(N1C1=C(C(=CC=C1C)OC)C)C(=O)NC1=CC(=C(C=C1)F)Cl)C(=O)N 5-amino-N2-(3-chloro-4-fluorophenyl)-1-(3-methoxy-2,6-dimethylphenyl)-1H-imidazole-2,4-dicarboxamide